N-((2R)-1-(4-benzyl-2-methyl-1,3-dioxo-2,8-diazaspiro[4.5]decan-8-yl)-3-methyl-1-oxobutan-2-yl)-2-fluoro-5-(trifluoromethyl)benzamide C(C1=CC=CC=C1)C1C(N(C(C12CCN(CC2)C([C@@H](C(C)C)NC(C2=C(C=CC(=C2)C(F)(F)F)F)=O)=O)=O)C)=O